C(C)(C)(C)C=1C=CC2=C(CCO2)C1 5-(tert-Butyl)-2,3-dihydrobenzofuran